3,6-dioxooctane carbonate C(O)(O)=O.O=C(CC)CCC(CC)=O